(R)-(9H-fluoren-9-yl)methyl (3-(tert-butoxy)-1-((3,4-dichlorobenzyl)amino)-1-oxopropan-2-yl)carbamate C(C)(C)(C)OC[C@H](C(=O)NCC1=CC(=C(C=C1)Cl)Cl)NC(OCC1C2=CC=CC=C2C=2C=CC=CC12)=O